trans-2-methoxycyclobutanamine HCl salt Cl.CO[C@H]1[C@@H](CC1)N